C1(=CC=C(C=C1)CCNC=1C=2N=CN([C@H]3[C@H](O)[C@H](O)[C@@H](CSCC[C@H](N)C(=O)O)O3)C2N=CN1)C1=CC=CC=C1 S-(N-(2-Biphenyl-4-ylethyl)adenosyl)-L-homocystein